FC(=C(C(F)(F)F)F)F 1,1,2,3,3,3-Hexafluoroprop-1-ene